CC(C(=O)O)O.S1C=CC=C1.S1C=CC=C1 dithiophene methylglycolate